FC1=C(C=C(C(=C1)C(CO)(CC)CC)O)CC(=O)NC1=CC(=NC=C1)C(=O)NC1(CC1)C(F)(F)F 4-[[2-[2-fluoro-5-hydroxy-4-(2-hydroxy-1,1-diethyl-ethyl)phenyl]acetyl]amino]-N-[1-(trifluoromethyl)cyclopropyl]pyridine-2-carboxamide